F[C@H](C(=O)OC)COC(C(F)(F)F)=O methyl (S)-2-fluoro-3-(2,2,2-trifluoroacetoxy)propanoate